C(C=C(C)CCC=C(C)CCC=C(C)C)P(=O)([O-])OP(=O)[O-] Farnesyl-diphosphonate